C(C)(=O)N1CC(C2=CC(=CC=C12)Br)CC(C#N)CC 2-((1-acetyl-5-bromoindolin-3-yl)methyl)butyronitrile